BrC1=CC=C2N=CC(=NC2=C1)OCCN1CCOCC1 4-(2-((7-Bromoquinoxalin-2-yl)oxy)ethyl)morpholine